FC=1C=C(C=C2C=CC=NC12)C1=CN(C2=NC=C(C=C21)C(=O)NCCCNC(OC(C)(C)C)=O)S(=O)(=O)C2=CC=C(C=C2)C tert-Butyl N-(3-{[3-(8-fluoroquinolin-6-yl)-1-(4-methylbenzenesulfonyl)-1H-pyrrolo[2,3-b]pyridin-5-yl]formamido}propyl)carbamate